O=C(C=CC=CC(=O)N)CCCCCCCCCCCC oxo-(12Z,15Z)-octadecadienamide